C(CCC\C=C/CC)OC(CCCC(=O)OCCCCCCN(CCCCCCCC(=O)OC\C=C/CCCCCC)CCCO)OCCCC\C=C/CC (Z)-non-2-en-1-yl 8-((6-((5,5-bis(((Z)-oct-5-en-1-yl)oxy)pentanoyl)oxy)hexyl)(3-hydroxypropyl)amino)octanoate